CN(C)CCOC=1C=NC(=CC1)C=C N,N-dimethyl-2-[(6-vinyl-3-pyridyl)oxy]ethylamine